NC1=C(C=C(C=C1)C=1C=C2C=CC(=CN2C(C1)=O)F)O 2-(4-amino-3-hydroxyphenyl)-7-fluoro-4H-quinolizin-4-one